SC=1C=CC2=C(C=C(O2)C(=O)O)C1 5-sulfanyl-benzofuran-2-carboxylic acid